N(=[N+]=[N-])[C@H]1[C@@H]([C@H](N(C1)C(=O)OC(C)(C)C)C(=O)OCC1=CC=CC=C1)O 2-benzyl 1-(tert-butyl) (2S,3R,4R)-4-azido-3-hydroxypyrrolidine-1,2-dicarboxylate